7-(((1-methylcyclopropyl)amino)methyl)-1H-pyrrolo[3,2-b]pyridine-5-carbonitrile CC1(CC1)NCC1=C2C(=NC(=C1)C#N)C=CN2